ClC=1C=C(C=CC1F)NC(N([C@H](C)C1=CNC(C2=CN=CC=C12)=O)CC)=O |r| racemic-3-(3-chloro-4-fluorophenyl)-1-ethyl-1-(1-(1-oxo-1,2-dihydro-2,7-naphthyridin-4-yl)ethyl)urea